FC(C1=NC=CC(=C1)[C@H](C)NC(=O)C=1C=NC2=C(N=C(C=C2C1N1CCN[C@H](CC1)C)C)C1CC1)(F)F N-{(S)-1-[2-(trifluoromethyl)-4-pyridyl]ethyl}-4-[(S)-5-methyl-1,4-diazepan-1-yl]-8-cyclopropyl-6-methyl-1,7-diaza-3-naphthamide